diethyl-5-methyl-pyridine-2,3-dicarboxylic acid C(C)C1=C(C(=C(C(=N1)C(=O)O)C(=O)O)CC)C